Br.N1=NC=CC2=C1C=CS2 Thieno[3,2-c]Pyridazine hydrobromide salt